5-[3-(4,4,5,5-tetramethyl-1,3,2-dioxaborolan-2-yl)phenyl]piperidin-2-one CC1(OB(OC1(C)C)C=1C=C(C=CC1)C1CCC(NC1)=O)C